tert-butyl (2-((4-iodophenyl)(methyl)amino)ethyl)(methyl)carbamate IC1=CC=C(C=C1)N(CCN(C(OC(C)(C)C)=O)C)C